FC(C(=O)O)(F)F.NCC(CC=1N(C(NN1)=O)CC=1SC2=C(C1)C=CC(=C2)C2=CC1=C(OCO1)C=C2)=C(F)F [2-(aminomethyl)-3,3-difluoro-allyl]-4-[[6-(1,3-benzodioxol-5-yl)benzothien-2-yl]methyl]-1,2,4-triazol-3-one trifluoroacetate salt